CNC(O[C@@H]1CC[C@H](CC1)C(N(C[C@@H]1CC[C@H](CC1)C1=NC(=C(C=C1)OC)C)C1=NC=CC(=C1)C=1C=NN(C1)C(C)C)=O)=O trans-4-((4-(1-Isopropyl-1H-pyrazol-4-yl)pyridin-2-yl)((trans-4-(5-methoxy-6-methylpyridin-2-yl)cyclohexyl)methyl)carbamoyl)cyclohexyl methylcarbamate